2-ethylhexyl 3',6'-dibromo-3-oxo-3H-spiro[isobenzofuran-1,9'-xanthene]-5-carboxylate BrC=1C=CC=2C3(C4=CC=C(C=C4OC2C1)Br)OC(C1=CC(=CC=C13)C(=O)OCC(CCCC)CC)=O